(2E)-3-[1-(3-hydroxypropyl)-4-methyl-1H-benzotriazol-5-yl]Prop-2-enoic acid ethyl ester C(C)OC(\C=C\C1=C(C2=C(N(N=N2)CCCO)C=C1)C)=O